tert-butyl (3R,4R)-4-{[(benzyloxy)carbonyl]amino}-3-hydroxypiperidine-1-carboxylate C(C1=CC=CC=C1)OC(=O)N[C@H]1[C@@H](CN(CC1)C(=O)OC(C)(C)C)O